O1C([C@@H]([C@H]([C@H](C1)O)O)O)O (3R,4S,5S)-tetrahydro-2H-pyran-2,3,4,5-tetrol